C1=CC=CC=2C=CC=3CC=4C=CC=CC4C3C21 7H-benzo-[c]-fluorene